OC1N(C(CCC1)C=1NC(=CN1)C1=CC=C(C=C1)C)C(C(C)S(=O)(=O)C)=O 1-(2-hydroxy-6-(5-(p-tolyl)-1H-imidazol-2-yl)piperidin-1-yl)-2-(methylsulfonyl)propan-1-one